2,3-tetradecanediol CC(C(CCCCCCCCCCC)O)O